(R)-(6-Chloro-4-fluoro-7-methyl-1H-benzo[d]imidazol-2-yl)(4-methyl-6,7-dihydrothiazolo[5,4-c]pyridin-5(4H)-yl)methanone ClC=1C=C(C2=C(NC(=N2)C(=O)N2[C@@H](C3=C(CC2)N=CS3)C)C1C)F